1-nonadecanoyl-2-(9Z,12Z-octadecadienoyl)-glycero-3-phosphoserine CCCCCCCCCCCCCCCCCCC(=O)OC[C@H](COP(=O)(O)OC[C@@H](C(=O)O)N)OC(=O)CCCCCCC/C=C\C/C=C\CCCCC